9-oxo-4,9-dihydro-1H-naphtho[2,3-d]imidazolium O=C1C2=CC=CC=C2CC2=C1[NH2+]C=N2